(E)-1-(difluoromethyl)-N-(1-(2-(3-(hydroxyamino)-3-oxoprop-1-en-1-yl)phenyl)piperidin-4-yl)-1H-pyrazole-5-carboxamide FC(N1N=CC=C1C(=O)NC1CCN(CC1)C1=C(C=CC=C1)\C=C\C(=O)NO)F